N1C(=CC=2C=NC=CC21)CNC(OC(C)(C)C)=O tert-butyl ((1H-pyrrolo[3,2-c]pyridin-2-yl)methyl)carbamate